fluoroaluminum phosphate P(=O)([O-])([O-])[O-].F[Al+3]